1-(4-bromo-1-(4-methoxybenzyl)-1H-benzo[d]imidazol-6-yl)-3-methylcyclobutane-1-carboxylic acid BrC1=CC(=CC=2N(C=NC21)CC2=CC=C(C=C2)OC)C2(CC(C2)C)C(=O)O